C(C)(=O)CCCCCCCCCCCS(=O)(=S)[O-].[Na+] sodium 11-acetylthioundecanesulfonate